N-ethyl-N-propyl-8-tert-butyl-1,4-dioxaspiro[4.5]decane-2-methylamine C(C)N(CC1OC2(OC1)CCC(CC2)C(C)(C)C)CCC